1-(4,6-bis(2-methyl-2H-pyrazolo[3,4-b]pyridin-5-yl)thieno[2,3-b]pyridin-2-yl)ethanol CN1N=C2N=CC(=CC2=C1)C1=C2C(=NC(=C1)C1=CC=3C(N=C1)=NN(C3)C)SC(=C2)C(C)O